C(C)OC(=O)C=1C(=C(NC1C=CC(=O)OCC)C(=O)OC(C)(C)C)C 5-(2-ethoxycarbonyl-vinyl)-3-methyl-1H-pyrrole-2,4-dicarboxylic acid 2-tert-butyl ester 4-ethyl ester